{[(2-Propanyloxy)carbonyl]oxy}methyl 4-[2-(4-fluorophenyl)-4-oxo-1,3-thiazolidin-3-yl]-3-methylbenzoate FC1=CC=C(C=C1)C1SCC(N1C1=C(C=C(C(=O)OCOC(=O)OC(C)C)C=C1)C)=O